(2R)-N-ethyl-N-{2-[4-(5-fluoro-1H-indazol-1-yl)piperidin-1-yl]ethyl}-2-hydroxypropionamide C(C)N(C([C@@H](C)O)=O)CCN1CCC(CC1)N1N=CC2=CC(=CC=C12)F